C(C(CC)O)O butan-1,2-diol